Cl.ClC1=CC=C(C=C1)C1=C(CCC(C1)(C)C)CN1CCCCC1 1-[[2-(4-Chlorophenyl)-4,4-dimethylcyclohex-1-enyl]methyl]piperidine hydrochloride